5-chloro-3-(difluoromethoxy)-N-[(thiophen-2-yl)methyl]thieno[3,2-b]pyridin ClC1=CC=C2C(N1CC=1SC=CC1)=C(CS2)OC(F)F